2-(1H-imidazol-1-yl)-N-(piperidin-3-yl)isonicotinamide N1(C=NC=C1)C=1C=C(C(=O)NC2CNCCC2)C=CN1